tert-butyl 4-(2-((2-(trifluoromethoxy)benzamido)methyl)pyrazolo[1,5-c]quinazolin-5-yl)piperazine-1-carboxylate FC(OC1=C(C(=O)NCC2=NN3C(=NC=4C=CC=CC4C3=C2)N2CCN(CC2)C(=O)OC(C)(C)C)C=CC=C1)(F)F